2-azidoethoxy-2-iodo-1-(2-iodoethoxy)ethane N(=[N+]=[N-])CCOC(CI)OCCI